C(C)NCCCCCCNCC N,N'-Diethyl-1,6-diaminohexane